bromopyrazolo[1,5-a]pyridine-3-carboxylic acid BrC1=NN2C(C=CC=C2)=C1C(=O)O